ClC=1C=C(C=CC1)CNC1=CC=NC2=CC=C(C=C12)C=1C=C(C=CC1)NC(C=C)=O N-[3-(4-{[(3-chlorophenyl)methyl]amino}quinolin-6-yl)phenyl]prop-2-enamide